C(#N)C1(CC1)NS(=O)(=O)C=1C=C(C=2N(C1)C(=CN2)C=2SC(=NN2)C(F)(F)F)N2CCN(CC2)C(C(C)C)=O N-(1-cyanocyclopropyl)-8-(4-isobutyrylpiperazin-1-yl)-3-(5-(trifluoromethyl)-1,3,4-thiadiazol-2-yl)imidazo[1,2-a]pyridine-6-sulfonamide